(3-isopropyl-2-(2-methylpyridin-4-yl)-1H-indol-5-yl)(5-isopropyl-hexahydropyrrolo[3,4-c]pyrrol-2(1H)-yl)methanone C(C)(C)C1=C(NC2=CC=C(C=C12)C(=O)N1CC2CN(CC2C1)C(C)C)C1=CC(=NC=C1)C